FC1=CC=C(C=C1)C(=C)CC1=C(C=CC=C1)Cl 2-(4-fluorophenyl)-3-(2-chlorophenyl)-propylene